FC([C@@H](C1=C(C=CC=C1)OC)NS(=O)C(C)(C)C)F N-((R)-2,2-difluoro-1-(2-methoxyphenyl)ethyl)-2-methylpropane-2-sulfinamide